2-(4-(difluoromethyl)-1-(2-(trifluoromethyl)phenyl)-1H-pyrazol-5-yl)-7-azaspiro[3.5]Nonane FC(C=1C=NN(C1C1CC2(C1)CCNCC2)C2=C(C=CC=C2)C(F)(F)F)F